2-((3R,5R)-5-(2,3-dichloro-6-hydroxyphenyl)pyrrolidin-3-yl)butanamide ClC1=C(C(=CC=C1Cl)O)[C@H]1C[C@@H](CN1)C(C(=O)N)CC